Racemic-3-(2-((Tert-butyldimethylsilyl)oxy)ethyl)-8,9-difluoro-1-(methylamino)-1,3,4,5-tetrahydrobenzo[c][1,7]naphthyridin-6(2H)-one [Si](C)(C)(C(C)(C)C)OCCN1C[C@@H](C=2C3=C(C(NC2C1)=O)C=C(C(=C3)F)F)NC |r|